2,3-dihydro-1H-isoindol-1-ylmethanol hydrochloride Cl.C1(NCC2=CC=CC=C12)CO